C1(=CC=CC=C1)C=1N=C(OC1C1=CC=CC=C1)SC(C(=O)[NH2+]C)C 2-(4,5-diphenyloxazol-2-yl)sulfanylpropanoyl-methyl-ammonium